trans-(4-((5-fluoro-1H-benzo[d]imidazol-1-yl)methyl)cyclohexyl)((S)-3-(pyrazin-2-yl)isoxazolidin-2-yl)methanone FC1=CC2=C(N(C=N2)C[C@@H]2CC[C@H](CC2)C(=O)N2OCC[C@H]2C2=NC=CN=C2)C=C1